tert-butyl 4-(4-(6-amino-5-(1-oxo-1,2,3,4-tetrahydroisoquinolin-6-yl)pyridin-3-yl)phenyl)piperidine-1-carboxylate NC1=C(C=C(C=N1)C1=CC=C(C=C1)C1CCN(CC1)C(=O)OC(C)(C)C)C=1C=C2CCNC(C2=CC1)=O